BrC1=C(C[C@H]2C(NCCCC=CCC[C@@H](C(N[C@H](C(N2C)=O)CC(C)C)=O)N(C([C@H](C2CC2)NC(OC(C)(C)C)=O)=O)C)=O)C=C(C=C1)Cl Tert-butyl ((S)-2-(((3S,6S,9S)-3-(2-bromo-5-chlorobenzyl)-6-isobutyl-4-methyl-2,5,8-trioxo-1,4,7-triazacyclohexadec-12-en-9-yl)(methyl)amino)-1-cyclopropyl-2-oxoethyl)carbamate